(S)-methyl 2-(2-(3-(3-(((S)-1-methoxy-4-methyl-1-oxopentan-2-yl)carbamoyl)-1H-pyrazol-5-yl)phenyl)oxazole-5-carboxamido)-4-methylpentanoate COC([C@H](CC(C)C)NC(=O)C1=NNC(=C1)C=1C=C(C=CC1)C=1OC(=CN1)C(=O)N[C@H](C(=O)OC)CC(C)C)=O